3-(6'-(difluoromethyl)-5-fluoro-[3,4'-bipyridin]-2'-yl)-5-(5-fluoropyridin-2-yl)-1,2,4-oxadiazole FC(C1=CC(=CC(=N1)C1=NOC(=N1)C1=NC=C(C=C1)F)C=1C=NC=C(C1)F)F